2-methyl-5-[6-[[4-(2-phenylethoxy)phenyl]carbamoyl]pyrimidin-4-yl]pyridine-3-carboxylic acid CC1=NC=C(C=C1C(=O)O)C1=NC=NC(=C1)C(NC1=CC=C(C=C1)OCCC1=CC=CC=C1)=O